ClC1=C(C=C(C(=O)N2CC=3N=C(N(C(C3C[C@H]2C)=O)C2CC(C2)CC(=O)NC)NC(C)C)C=C1)C(F)(F)F (R)-2-(3-(7-(4-chloro-3-(trifluoromethyl)benzoyl)-2-(isopropylamino)-6-methyl-4-oxo-5,6,7,8-tetrahydropyrido[3,4-d]pyrimidin-3(4H)-yl)cyclobutyl)-N-methylacetamide